5-[(2,4-diisopropylphenethylthio)methyl]-1,3,4-oxadiazole-2(3H)-thione C(C)(C)C1=C(CCSCC2=NNC(O2)=S)C=CC(=C1)C(C)C